[Pd].C1(=CC=CC=C1)P(C1=C(C2=CC=CC=C2C=C1)C1=C(C=CC2=CC=CC=C12)P(C1=CC=CC=C1)C1=CC=CC=C1)C1=CC=CC=C1 [2,2'-bis(diphenylphosphino)-1,1'-binaphthyl] palladium